CN(CCC=1C(=NC(N(C1)[C@H](C(=O)NCCC(=O)O)CC(C)C)=O)C)C 3-((S)-2-(5-(2-(dimethylamino)ethyl)-4-methyl-2-oxopyrimidin-1(2H)-yl)-4-methylpentanamido)propanoic acid